4-((tetrahydrofuran-3-yl)amino)phenethylcarbamic acid tert-butyl ester C(C)(C)(C)OC(NCCC1=CC=C(C=C1)NC1COCC1)=O